5-((2Z,4E)-5-(cyclopropyl-(4-methyl-3-oxo-4-penten-1-yl)amino)-2-hydroxy-2,4-pentadien-1-ylidene)-2,2-dimethyl-1,3-dioxane-4,6-dione C1(CC1)N(/C=C/C=C(/C=C1C(OC(OC1=O)(C)C)=O)\O)CCC(C(=C)C)=O